ClC=1C=CC(=C(C1)C1=C(N=CN1)C1=NC2=CC(=CN=C2C=C1)N1CCNCC1)F 2-[5-(5-chloro-2-fluoro-phenyl)-1H-imidazol-4-yl]-7-piperazin-1-yl-1,5-naphthyridine